[Si](C)(C)(C(C)(C)C)OCCC1=C(C=C(C=C1)Cl)C1(C(CN(CC1)C(=O)OC(C)(C)C)C)O tert-butyl 4-[2-[2-[tert-butyl(dimethyl)silyl]oxyethyl]-5-chloro-phenyl]-4-hydroxy-3-methyl-piperidine-1-carboxylate